C1(CCCCC1)C1=C(C=C(C=C1OC)\C=C\C1=CC(=CC=C1)Cl)OC (E)-2-cyclohexyl-5-(3-chlorostyryl)-1,3-dimethoxybenzene